C(C=C)N(C(=O)C1=CC2=CC=CC=C2C=C1)CC=C N,N-diallyl-2-naphthamide